3-(5-(4-(2-(4-(4-amino-3-(4-phenoxyphenyl)-1H-pyrazolo[3,4-d]pyrimidin-1-yl)-[1,4'-bipiperidin]-1'-yl)ethyl)piperidin-1-yl)-1-oxoisoindolin-2-yl)piperidine-2,6-dione NC1=C2C(=NC=N1)N(N=C2C2=CC=C(C=C2)OC2=CC=CC=C2)C2CCN(CC2)C2CCN(CC2)CCC2CCN(CC2)C=2C=C1CN(C(C1=CC2)=O)C2C(NC(CC2)=O)=O